3-ethoxy-5,5-dimethyl-cyclohex-2-en-1-one C(C)OC1=CC(CC(C1)(C)C)=O